(7-chlorodibenzo[b,d]furan-1-yl)boronic acid ClC1=CC2=C(C3=C(O2)C=CC=C3B(O)O)C=C1